C(C=C)(=O)OCCC(=O)OCC1OC1 3-(oxiran-2-ylmethoxy)-3-oxopropyl acrylate